COC=1C=C2C(=CNC2=CC1)CCN(C)C 2-(5-Methoxy-1H-indol-3-yl)-N,N-dimethylethane-1-amine